CC1(OCC(CO1)=C(CC1=C(C=C(C(=C1)F)F)F)O)C 2,2-dimethyl-5-[1-hydroxy-2-(2,4,5-trifluorophenyl)ethylidene]-1,3-dioxane